CC=1C=CC=C2C=CC=C(C12)N1CC=2N=C(N=C(C2CC1)N1C[C@@H](N(CC1)C(C(=C)C(F)(F)F)=O)CC#N)OC[C@H]1N(CCC1)C 2-((S)-4-(7-(8-methylnaphthalen-1-yl)-2-(((S)-1-methylpyrrolidin-2-yl)methoxy)-5,6,7,8-tetrahydropyrido[3,4-d]pyrimidin-4-yl)-1-(2-(trifluoromethyl)acryloyl)piperazin-2-yl)acetonitrile